CN1N=C(C(=C1)N1C(SC=C1)C=1C=NNC1)C=1C=NN(C1)C N-(1,1'-dimethyl-1H,1'H-3,4'-bipyrazol-4-yl)-2-(1H-pyrazol-4-yl)-1,3-thiazole